N-((1H-benzo[d][1,2,3]triazol-1-yl)methyl)-N-benzylethanamine N1(N=NC2=C1C=CC=C2)CN(CC)CC2=CC=CC=C2